8-(3-methoxy-2,6-dimethylphenyl)-6-(pyridin-4-yl)pyrido[3,4-d]pyrimidin-4(3H)-one COC=1C(=C(C(=CC1)C)C1=NC(=CC2=C1N=CNC2=O)C2=CC=NC=C2)C